5-Iodo-uridine IC=1C(NC(N([C@H]2[C@H](O)[C@H](O)[C@@H](CO)O2)C1)=O)=O